6-bromo-3-[2-chloro-5-(trifluoromethyl)pyrimidin-4-yl]-1H-indole BrC1=CC=C2C(=CNC2=C1)C1=NC(=NC=C1C(F)(F)F)Cl